The molecule is a branched amino tetrasaccharide consisting of a sialyl residue, linked (2->3) to a galactosyl residue that in turn is linked (1->3) to a glucosaminyl residue at the reducing end, which is also carrying a fucosyl residue at the 4-position. It has a role as an epitope. C[C@H]1[C@H]([C@H]([C@@H]([C@@H](O1)O[C@@H]2[C@H](O[C@H]([C@@H]([C@H]2O[C@H]3[C@@H]([C@H]([C@H]([C@H](O3)CO)O)O[C@@]4(C[C@@H]([C@H]([C@@H](O4)[C@@H]([C@@H](CO)O)O)NC(=O)C)O)C(=O)O)O)NC(=O)C)O)CO)O)O)O